CC1=NN(C=C1NC1=NC=C(C(=C1)NCCCN1C(CCCC1)=O)C(F)(F)F)C1CCN(CC1)C 1-(3-((2-((3-methyl-1-(1-methylpiperidin-4-yl)-1H-pyrazol-4-yl)amino)-5-(trifluoromethyl)pyridin-4-yl)amino)propyl)piperidin-2-one